IC1=NN(C2=NC=C(C=C21)O)C2OCCCC2 3-iodo-1-tetrahydropyran-2-yl-pyrazolo[3,4-b]pyridin-5-ol